N-(8-chloro-1,2,3,5,6,7-hexahydros-indacen-4-ylcarbamoyl)-4-(1-hydroxycyclopropyl)furan-2-sulfonamide ClC=1C=2CCCC2C(=C2CCCC12)NC(=O)NS(=O)(=O)C=1OC=C(C1)C1(CC1)O